(+-)-3-(4-isopropyl-1-cyclopenten-1-yl)-2-methylpropanal C(C)(C)C1CC=C(C1)CC(C=O)C